C(C)(C)C1=CC=2C(C3=CC=C(C=C3N(C2C=C1)C(=O)OC(C)(C)C)OC)(C)C tert-butyl 2-isopropyl-6-methoxy-9,9-dimethylacridine-10(9H)-carboxylate